8-(1H-indol-1-yl)-2,6-dimethyl-7-octen-2-ol N1(C=CC2=CC=CC=C12)C=CC(CCCC(C)(O)C)C